2-deoxy-2-bromo-2-fluoro-3,5-di-O-(tert-butyldiphenylsilyl)-D-ribofuranose Br[C@]1(C(O)O[C@@H]([C@H]1O[Si](C1=CC=CC=C1)(C1=CC=CC=C1)C(C)(C)C)CO[Si](C1=CC=CC=C1)(C1=CC=CC=C1)C(C)(C)C)F